C(C)C1=C(N=C2C(=N1)C(=NC=C2C2=CC(=CC=C2)CN2CCC(CC2)N2CCN(CC2)C)N)NC2CCOCC2 3-ethyl-8-(3-((4-(4-methylpiperazine-1-yl)piperidine-1-yl)methyl)phenyl)-N2-(tetrahydro-2H-pyran-4-yl)pyrido[3,4-b]pyrazine-2,5-diamine